tert-butyl ((1R,5S,6r)-3-(5-(3-cyano-6-ethoxypyrazolo[1,5-a]pyridin-4-yl)pyrazin-2-yl)-3-azabicyclo[3.1.0]hexan-6-yl)carbamate C(#N)C=1C=NN2C1C(=CC(=C2)OCC)C=2N=CC(=NC2)N2C[C@@H]1C([C@@H]1C2)NC(OC(C)(C)C)=O